2-(6-(2-(2-fluoro-5-methoxybenzyl)-2H-tetrazol-5-yl)pyridin-2-yl)-2-hydroxypropane-1-sulfonamide FC1=C(CN2N=C(N=N2)C2=CC=CC(=N2)C(CS(=O)(=O)N)(C)O)C=C(C=C1)OC